11-(3-fluorobicyclo[1.1.1]pentan-1-yl)undecanoic acid FC12CC(C1)(C2)CCCCCCCCCCC(=O)O